N-(2-chloropropyl)butylamine ClC(CNCCCC)C